Methyl-6-(4-(1'-(3,4-difluorophenyl)-1',2'-dihydrospiro[cyclopentane-1,3'-pyrrolo[3,2-b]pyridine]-5'-carbonyl)-3,3-dimethylpiperazin-1-yl)-2,4-dimethylnicotinic acid CC=1C(=NC(=C(C(=O)O)C1C)C)N1CC(N(CC1)C(=O)C1=CC=C2C(=N1)C1(CN2C2=CC(=C(C=C2)F)F)CCCC1)(C)C